C(CC(C)C)Br i-pentylbromide